N12C[C@H](C(CC1)CC2)NC(=O)[C@H]2CCCC1=CC=CC=C21 (S)-N-((S)-quinuclidin-3-yl)-1,2,3,4-tetrahydronaphthalene-1-carboxamide